6-chlorohexanoic acid ClCCCCCC(=O)O